NC(C)(C)C12CC(C1)(C2)NC(OC(C)(C)C)=O tert-butyl (3-(2-aminopropan-2-yl)bicyclo[1.1.1]pentan-1-yl)carbamate